6-(4-fluoro-3-isopropyl-5-(6-((tetrahydro-2H-pyran-4-yl)methyl)-2,6-diazaspiro[3.3]hept-2-yl)-1H-pyrrolo[2,3-c]pyridin-2-yl)-8-methoxy-[1,2,4]triazolo[1,5-a]pyridine FC1=C2C(=CN=C1N1CC3(C1)CN(C3)CC3CCOCC3)NC(=C2C(C)C)C=2C=C(C=3N(C2)N=CN3)OC